5-Cyano-6-(4,4-difluoropiperidin-1-yl)pyridin C(#N)C=1C=CC=NC1N1CCC(CC1)(F)F